C(#N)N1CCC(CC1)N1N=NC(=C1C)C1=CC=2N(C(=C1)OC(C1(CC1)OC)C1=NC=C(C=C1)F)C(=CN2)C#N 7-[1-(1-Cyano-4-piperidyl)-5-methyl-triazol-4-yl]-5-[(5-fluoro-2-pyridyl)-(1-methoxycyclopropyl)methoxy]imidazo[1,2-a]pyridine-3-carbonitrile